(3S,4R)-4-((5-Chloro-4-((S)-8-fluoro-2,3-dimethyl-3,4-dihydro-5-oxa-1,2a-diAzaacenaphthylene-6-yl)pyrimidin-2-yl)amino)tetrahydro-2H-pyran-3-ol ClC=1C(=NC(=NC1)N[C@H]1[C@@H](COCC1)O)C1=C2OC[C@@H](N3C(=NC(C(=C1)F)=C32)C)C